C(CC)(=O)NCCC(=O)O 3-(PROPIONYLAMINO)PROPANOIC ACID